FC1=CC=C(C=C1)[C@@H]1CN(CC1)C(=O)C1=CC=C(C=C1)OC[C@@H](CN1N=C(N=N1)C)O ((R)-3-(4-fluorophenyl)pyrrolidin-1-yl)(4-((R)-2-hydroxy-3-(5-methyl-2H-tetrazol-2-yl)propoxy)phenyl)methanone